C(C1=CC=CC=C1)OC(N([C@H]1CNCCC1)C)=O (R)-methyl-(piperidin-3-yl)carbamic acid benzyl ester